CN1C=CC2=CC=C(C=C12)C(=O)O 1-methyl-1H-indole-6-formic acid